C1=CN=C(N=C1)N(CC(=O)O)N=O (S)-(-)-1-(tert-butoxycarbonyl)-2-piperidinecarboxylic acid